OC[C@@H]1CC[C@H](CC1)NC(OC(C)(C)C)=O tert-butyl (trans-4-(hydroxymethyl)cyclohexyl)carbamate